2-((6-Amino-3-methyl-2-oxo-2,3-dihydro-1H-benzo[d]imidazol-4-yl)oxy)acetic acid ethyl ester C(C)OC(COC1=CC(=CC=2NC(N(C21)C)=O)N)=O